C(CC(C(CCCCCCCCCCCCCC)O)O)O 1,3,4-Octadecantriol